3-methoxypyrido[3,4-c]pyridazine COC1=CC2=C(N=N1)C=NC=C2